C(=O)(O)CC1CCNCC1 4-Carboxymethyl-piperidine